α,α'-dimethoxy-1,4-diisopropylbenzene COC(C)(C)C1=CC=C(C=C1)C(C)(C)OC